NC=1C(=NN(C(C1C#C[Si](C)(C)C)=O)C1=CC=CC=C1)C(=O)[O-] amino-6-oxo-1-phenyl-5-(2-trimethylsilylethynyl)pyridazine-3-carboxylate